adamantyl butenoate C(C=CC)(=O)OC12CC3CC(CC(C1)C3)C2